N=1C=CN2C1C=CC=C2C2=NC(=CC(=N2)N=S(=O)(C)C)N2[C@@H](COCC2)C (R)-((2-(imidazo[1,2-a]-pyridin-5-yl)-6-(3-methylmorpholino)-pyrimidin-4-yl)-imino)dimethyl-λ6-sulfanone